(R)-2-(3-((6-(2-Hydroxy-4-(trifluoromethyl)phenyl)-5-methylpyridazin-3-yl)amino)piperidin-1-yl)-N-(piperidin-4-yl)acetamide OC1=C(C=CC(=C1)C(F)(F)F)C1=C(C=C(N=N1)N[C@H]1CN(CCC1)CC(=O)NC1CCNCC1)C